2-(2,6-dioxopiperidin-3-yl)-5-fluoro-6-(4-(piperidin-4-ylmethyl)piperazin-1-yl)isoindolin-1,3-dione O=C1NC(CCC1N1C(C2=CC(=C(C=C2C1=O)F)N1CCN(CC1)CC1CCNCC1)=O)=O